1-(2-(6-methylpyridin-2-yl)-9H-purin-6-yl)-1H-pyrazolo[4,3-c]pyridin-4-ylamine CC1=CC=CC(=N1)C1=NC(=C2N=CNC2=N1)N1N=CC=2C(=NC=CC21)N